4-[(6-chloro-1,3-benzoxazol-2-yl)oxy]phenol ClC1=CC2=C(N=C(O2)OC2=CC=C(C=C2)O)C=C1